3-bromopropanoic acid BrCCC(=O)O